[Br].C12CC(CC(C1)C2)OC2=C(C=C(C=C2C)NC(=O)C=2N=C(OC2CCF)N2CCCC2)F N-(4-(bicyclo[3.1.1]heptan-3-yloxy)-3-fluoro-5-methylphenyl)-5-(2-fluoroethyl)-2-(pyrrolidin-1-yl)oxazole-4-carboxamide bromine